F[C@@H]1[C@@H](C1)NC(=O)C1=CN=C2N1N=C(C=C2NC)NC=2C(N(C=CC2)C=2C=C(C(=O)OC)C=CC2)=O methyl 3-{3-[(3-{[(1R,2S)-2-fluorocyclopropyl]carbamoyl}-8-(methylamino)imidazo[1,2-b]pyridazin-6-yl)amino]-2-oxopyridin-1-yl}benzoate